NC1=NC=CC2=C1C(=NN2C2CC2)C2=CC=C(C=1N2C=CN1)NC(=O)NC1=NOC(=C1)C1(CC1)C(F)(F)F 1-(5-(4-AMINO-1-CYCLOPROPYL-1H-PYRAZOLO[4,3-C]PYRIDIN-3-YL)IMIDAZO[1,2-A]PYRIDIN-8-YL)-3-(5-(1-(TRIFLUOROMETHYL)CYCLOPROPYL)ISOXAZOL-3-YL)UREA